O1CCC(CC1)OC1=CC=C2C(=NC=NC2=C1)O[C@@H]1CC[C@H](CC1)N1C(N(CC1=O)C=1C=NC=C(C1)C(F)(F)F)=O 3-(trans-4-{[7-(tetrahydro-2H-pyran-4-yloxy)-4-quinazolinyl]oxy}cyclohexyl)-1-[5-(trifluoromethyl)-3-pyridinyl]-2,4-imidazolidinedione